(tert-butyl)-4-chloro-7H-pyrrolo[2,3-d]pyrimidine C(C)(C)(C)C=1N=C(C2=C(N1)NC=C2)Cl